O=C1N(C(CC1)=O)OC(=O)C=1C=C(C=C(C1)C(=O)ON1C(CCC1=O)=O)S(=O)(=O)[O-].[Na+] sodium 3,5-bis((2,5-dioxopyrrolidin-1-yloxy) carbonyl)benzenesulfonate